1-Bromo-5-ethoxy-2-fluoro-4-methoxybenzene BrC1=C(C=C(C(=C1)OCC)OC)F